C(C)C=1C=CC2=C(C3=CC=CC=C3C(=C2C1)OC(=O)C1C(CC=CC1)C(=O)O)OC(=O)C1C(CC=CC1)C(=O)O 3-ethyl-9,10-bis[2-carboxy(4-cyclohexenyl)]carbonyloxyanthracene